C1(CCCCCC1)[C@@H](C(=O)NC1=NC=C(C=C1)C=1C(=NOC1C)C)NC(=O)C1=CC=NN1CC (S)-N-(1-Cycloheptyl-2-((5-(3,5-dimethylisoxazol-4-yl)pyridin-2-yl)amino)-2-oxoethyl)-1-ethyl-1H-pyrazole-5-carboxamide